(12R)-12-methyl-9,13-dioxa-4,5,18,19-tetraazatetracyclo[12.5.2.12,5.017,20]docosa-1(19),2(22),3,14(21),15,17(20)-hexaene C[C@@H]1CCOCCCN2N=CC(C3=NNC=4C=CC(O1)=CC34)=C2